6-amino-N-(4-((3-((1R,4R,Z)-9-amino-4-((4-hydroxybenzyl)carbamoyl)-1-(isoindolin-2-yl)-2,11,16-trioxo-3,8,10,12,15-pentaazaoctadec-9-en-1-yl)phenyl)amino)-4-oxobutyl)hexanamide NCCCCCC(=O)NCCCC(=O)NC1=CC(=CC=C1)[C@H](C(N[C@H](CCCN\C(=N/C(NCCNC(CC)=O)=O)\N)C(NCC1=CC=C(C=C1)O)=O)=O)N1CC2=CC=CC=C2C1